BrC1=CC(=C(S1)C(=O)NC1CCN(CC1)C)F 5-bromo-3-fluoro-N-(1-methylpiperidin-4-yl)thiophene-2-carboxamide